benzyl (2-(2-(4-fluorophenyl)-6-(2-hydroxy-1-(3-(pyrimidin-2-yl)isothiazole-5-carboxamido)propan-2-yl)pyridin-4-yl)propan-2-yl)carbamate FC1=CC=C(C=C1)C1=NC(=CC(=C1)C(C)(C)NC(OCC1=CC=CC=C1)=O)C(CNC(=O)C1=CC(=NS1)C1=NC=CC=N1)(C)O